ClC=1N=C(C=2OC[C@H](NC2N1)COC)N[C@@H]1CCC=2NC3=CC=CC=C3C2C1 (7R)-2-chloro-7-(methoxymethyl)-N-[(3R)-2,3,4,9-tetrahydro-1H-carbazol-3-yl]-7,8-dihydro-6H-pyrimido[5,4-b][1,4]oxazin-4-amine